C(C)N1N(C(CC1=O)=O)CC 1,2-diethyl-pyrazolidine-3,5-dione